Oxo{4-[2-(trifluoromethyl)-1,3-thiazol-5-yl]phenyl}acetaldehyde O=C(C=O)C1=CC=C(C=C1)C1=CN=C(S1)C(F)(F)F